C(C)(C)(C)OC(=O)N1CCC(CC1)(C(=O)O)C1=NC(=CC=C1)Cl 1-(tert-Butyloxycarbonyl)-4-(6-chloropyridin-2-yl)piperidine-4-carboxylic acid